tert-butyl 4-(difluoromethyl)-2-(3-fluoro-4-(7-((3-(4-fluoropiperidin-1-yl)propyl)carbamoyl)benzo[d]imidazo[2,1-b]thiazol-2-yl)phenyl)pyrrolidine-1-carboxylate FC(C1CC(N(C1)C(=O)OC(C)(C)C)C1=CC(=C(C=C1)C=1N=C2SC3=C(N2C1)C=CC(=C3)C(NCCCN3CCC(CC3)F)=O)F)F